NC=1C(=CC(=C(C1)NC=1N=CC2=C(N1)N(C(C(=C2)C=2C=NNC2)=O)C)OC)N(C)CCN(C)C 2-((5-amino-4-((2-(dimethylamino)ethyl)(methyl)amino)-2-methoxyphenyl)amino)-8-methyl-6-(1H-pyrazol-4-yl)pyrido[2,3-d]pyrimidin-7(8H)-one